FC(C1=NN=C(S1)C1=CN=C2N1C=C(C=C2N2C[C@H](OC[C@H]2CC)CO)S(=O)(=O)NC2(COC2)C)F 3-(5-(difluoromethyl)-1,3,4-thiadiazol-2-yl)-8-((2S,5R)-5-ethyl-2-(hydroxymethyl)morpholino)-N-(3-methyloxetan-3-yl)imidazo[1,2-a]pyridine-6-sulfonamide